3-(methoxymethyl)-6-methyl-1,7-naphthyridin-8-ol COCC=1C=NC2=C(N=C(C=C2C1)C)O